C1(CC1)C=1C=CC=2N(C1)C=C(N2)CN2N=C(C(=C2C)C(=O)[O-])C 1-((6-cyclopropylimidazo[1,2-a]pyridin-2-yl)methyl)-3,5-dimethyl-1H-pyrazole-4-carboxylate